2-benzyl-2-(((2R,3S,4R,5R)-5-(2-chloro-6-((cyclopropylmethyl)amino)-9H-purin-9-yl)-3-ethynyl-3,4-dihydroxytetrahydrofuran-2-yl)methoxy)-3-(methylamino)-3-oxopropanoic acid C(C1=CC=CC=C1)C(C(=O)O)(C(=O)NC)OC[C@H]1O[C@H]([C@@H]([C@@]1(O)C#C)O)N1C2=NC(=NC(=C2N=C1)NCC1CC1)Cl